OC1=C(C=CC=C1)C1=NN(C(=N1)C1=C(C=CC=C1)O)C1=C(C(=O)C2=CC=CC=C2)C=CC(=C1)Cl (3,5-bis(2-hydroxyphenyl)-1H-1,2,4-triazol-1-yl)-4-chlorobenzophenone